Methyl (S)-5-(4-(benzyloxy)phenyl)-3,4-dihydro-2H-pyrrole-2-carboxylate C(C1=CC=CC=C1)OC1=CC=C(C=C1)C=1CC[C@H](N1)C(=O)OC